6-{6-[2-(6-Fluoro-2,4-dimethyl-indol-1-yl)-ethylamino]-pyrimidin-4-yl}-1H-indazole FC1=CC(=C2C=C(N(C2=C1)CCNC1=CC(=NC=N1)C1=CC=C2C=NNC2=C1)C)C